3-chloro-5-[(3R)-3-(3-methyl-2-oxoimidazolidin-1-yl)piperidin-1-yl]pyrazine-2-carbonitrile ClC=1C(=NC=C(N1)N1C[C@@H](CCC1)N1C(N(CC1)C)=O)C#N